COC1=C(C=C(C=C1)NC1=NC=C(C(=N1)NC=1C=CC2=C(NC(O2)=O)C1)C)C 5-(2-(4-methoxy-3-methylphenylamino)-5-methylpyrimidin-4-ylamino)benzoxazol-2(3H)-one